C(C)(C)(C)OC(=O)OC1=C(OCC(=O)OC(C)(C)C)C=C(C=C1)C(CCC1=CC(=C(C=C1)OC)OC)=O tert-butyl 2-(2-((tert-butoxycarbonyl)oxy)-5-(3-(3,4-dimethoxyphenyl)propanoyl)phenoxy)acetate